N-(4-chlorophenyl)-5-fluoro-2-(5-fluoro-2-methyl-1H-benzimidazol-1-yl)pyrimidine ClC1=CC=C(C=C1)N1C(N=CC(=C1)F)N1C(=NC2=C1C=CC(=C2)F)C